2-(5-(3-(cyclopropylethynyl)phenyl)-2-(cyclopropylmethyl)-1-(3-fluoro-4-aminosulfonylbenzyl)-1H-pyrrole-3-yl)thiazole-4-carboxylic acid C1(CC1)C#CC=1C=C(C=CC1)C1=CC(=C(N1CC1=CC(=C(C=C1)S(=O)(=O)N)F)CC1CC1)C=1SC=C(N1)C(=O)O